COC1=C(C=C(C=C1)OC)C(C(C)=O)O 1-(2,5-dimethoxyphenyl)-1-hydroxy-propan-2-one